S(=O)(=O)(C)C=1C=C(C(OC)=CC1)NCC#CC=1C=C(C2=C(N(C=N2)CC(F)(F)F)C1)C(=O)N1CCN(CC1)C {6-[3-(4-mesyl-2-anisidino)-1-propynyl]-1-(2,2,2-trifluoroethyl)-1H-benzo[d]imidazol-4-yl}(4-methyl-1-piperazinyl)methanone